5-((4-(4-((1-(6-((2,6-dioxopiperidin-3-yl)amino)pyridin-3-yl)piperidin-4-yl)Methyl)piperazin-1-yl)-3-fluorophenyl)amino)-3-(piperidin-1-yl)-1,2,4-triazine-6-carboxamide O=C1NC(CCC1NC1=CC=C(C=N1)N1CCC(CC1)CN1CCN(CC1)C1=C(C=C(C=C1)NC=1N=C(N=NC1C(=O)N)N1CCCCC1)F)=O